rac-methyl (5aR,6S,7R,8aR)-5a-(4-bromophenyl)-3-chloro-8a-hydroxy-1-methoxy-8-oxo-6-phenyl-5a,7,8,8a-tetrahydro-6H-cyclopenta[4,5]furo[3,2-c]pyridine-7-carboxylate BrC1=CC=C(C=C1)[C@]12[C@](C=3C(=NC(=CC3O1)Cl)OC)(C([C@@H]([C@H]2C2=CC=CC=C2)C(=O)OC)=O)O |r|